C(C)(=O)O[C@H]1[C@@H](SC=2C=C(C(=NC2)C(F)(F)F)Br)O[C@@H]([C@@H]([C@@H]1N=[N+]=[N-])OC(C)=O)COC(C)=O 3-bromo-2-(trifluoromethyl)pyridin-5-yl 2,4,6-tri-O-acetyl-3-azido-3-deoxy-1-thio-α-D-galactopyranoside